2-(5-(tert-butyldimethylsilyloxy)pyridin-2-yl)acetic acid methyl ester COC(CC1=NC=C(C=C1)O[Si](C)(C)C(C)(C)C)=O